triethyleneglycol adipate C(CCCCC(=O)O)(=O)O.C(COCCOCCO)O